1-Ethyl-3-(3-fluorophenyl)-2,4-dimethyl-azetidine-3-carboxylic acid methyl ester COC(=O)C1(C(N(C1C)CC)C)C1=CC(=CC=C1)F